NC=1C=C(C=CC1)C1=NN=NN1 5-(3-Aminophenyl)tetrazole